FC1=C(CN2CCN(C3=C(C2=O)C=CC=N3)C)C=CC(=C1)O[C@@H](CCNC)C1=CC=CC=C1 (S)-4-(2-fluoro-4-(3-(methylamino)-1-phenylpropoxy)benzyl)-1-methyl-1,2,3,4-tetrahydro-5H-pyrido[2,3-e][1,4]diazepin-5-one